IC=1C(=NNC1)[C@@H]1[C@@H](N(CCC1)C(=O)OC)CO[C@@H]1CC[C@@H](CC1)C1=CC=CC=C1 methyl cis-3-(4-iodo-1H-pyrazol-3-yl)-2-((((CIS)-4-phenylcyclohexyl)-oxy)methyl)piperidine-1-carboxylate